C(C)(C)(C)OC(=O)N1CCC2(CN(C2)N2CN=CC3=CC(=C(C=C23)F)CC(F)(F)F)CC1.BrC1=C(C=CC=C1)CC1=CC=C(C=C1)O (2-bromophenyl)(4-hydroxyphenyl)methane tert-butyl-2-[6-(2,2,2-trifluoroethyl)-7-fluoroquinazolin-1-yl]-2,7-diazaspiro[3.5]nonane-7-carboxylate